C(#N)C1=C(N=C2N1CCOC1=C2C=CC(=C1)N1[C@@H](CCC1)C(=O)N)N1C(OC[C@H]1C(F)F)=O (S)-1-(3-Cyano-2-((S)-4-(difluoromethyl)-2-oxooxazolidin-3-yl)-5,6-dihydrobenzo[f]imidazo[1,2-d][1,4]oxazepin-9-yl)pyrrolidine-2-carboxamide